FC1CCC=2C(=NC(=C(C21)C2=C(C=C(C=C2)F)OC)C2=NN1C(CNCC1)=C2)C=2C=NN(C2)C 2-[5-fluoro-4-(4-fluoro-2-methoxy-phenyl)-1-(1-methylpyrazol-4-yl)-6,7-dihydro-5H-cyclopenta[c]pyridin-3-yl]-4,5,6,7-tetrahydropyrazolo[1,5-a]pyrazine